1-[3-(4,4,5,5-tetramethyl-1,3,2-dioxaborolan-2-yl)phenyl]cyclopropanecarboxylic acid CC1(OB(OC1(C)C)C=1C=C(C=CC1)C1(CC1)C(=O)O)C